C(C)OC(CCCCC(CCS)S)=O 6,8-dimercaptooctanoic acid ethyl ester